FC1(CCN(CC1)C(CNC(=O)[C@]1(C=2C=CC=NC2[C@H](CC1)O)F)C1=C(N=CS1)C)F (5S,8S)-N-(2-(4,4-difluoro-piperidin-1-yl)-2-(4-methylthiazol-5-yl)ethyl)-5-fluoro-8-hydroxy-5,6,7,8-tetrahydroquinoline-5-carboxamide